CC(CCC(C(=O)O)NC([C@H](CC1=CC=CC=C1)NC(=O)C1=NC=CN=C1)=O)(C)C 5,5-dimethyl-2-((S)-3-phenyl-2-(pyrazine-2-carboxamido)propionylamino)hexanoic acid